NC1=NOC2=C1C(=CC=C2)C2=C(C(=C(C=C2)NC(=O)NC2=CC(=CC=C2)OC(F)(F)F)C)C 1-(4-(3-Aminobenzo[d]isoxazol-4-yl)-2,3-xylyl)-3-(3-(trifluoromethoxy)phenyl)urea